C(CC(C)CCCC(C)CCCC(C)CCCC(C)C)(=O)OCC(OC(CC(C)CCCC(C)CCCC(C)CCCC(C)C)=O)COP(=O)([O-])OCC[N+](C)(C)C 1,2-diphytanoyl-glycero-3-phosphocholine